N-(2-(4,4-dihydroxypiperidin-1-yl)ethyl)-12-oxo-12H-benzo[g]pyrido[2,1-b]quinazoline-4-carboxamide hydrochloride Cl.OC1(CCN(CC1)CCNC(=O)C1=CC=CN2C1=NC=1C=C3C(=CC1C2=O)C=CC=C3)O